ClC=1C=CC(=C(C1)C1=CC(=C(N=N1)C)NC1=C2C(=NC=C1)NC(=C2)C(=O)NCCN2CCN(CC2)C)F 4-{[6-(5-chloro-2-fluoro-phenyl)-3-methylpyridazin-4-yl]amino}-N-[2-(4-methylpiperazin-1-yl)-ethyl]-1H-pyrrolo[2,3-b]-pyridine-2-carboxamide